BrC1=CC=C2C(N(C3(C2=C1)CCC3)C)=O 6'-bromo-2'-methylspiro[cyclobutane-1,1'-isoindoline]-3'-one